(2S,4S)-N-((4-carbamimidoylthiophen-2-yl)methyl)-4-(difluoromethoxy)-1-((4-phenoxybenzoyl)glycyl)pyrrolidine-2-carboxamide C(N)(=N)C=1C=C(SC1)CNC(=O)[C@H]1N(C[C@H](C1)OC(F)F)C(CNC(C1=CC=C(C=C1)OC1=CC=CC=C1)=O)=O